6-(3-(4-fluorophenoxy)prop-1-yn-1-yl)-N-hydroxychromane-2-carboxamide FC1=CC=C(OCC#CC=2C=C3CCC(OC3=CC2)C(=O)NO)C=C1